OCCCC(CCCCCCCCCCC)=O 1-oxahexadecan-5-one